FC1=CC=C(OC2=CC(=NC=C2)C(=O)N[C@@H]2C(N(C3=C(OC2)C=CC(=C3)C#CC(CCNC)=C)C)=O)C=C1 (S)-4-(4-fluorophenoxy)-N-(5-methyl-7-(5-(methylamino)-3-methylenepent-1-yn-1-yl)-4-oxo-2,3,4,5-tetrahydrobenzo[b][1,4]oxazepin-3-yl)picolinamide